1-methyl-1,6-dihydro-7H-pyrazolo[4,3-d]pyrimidin-7-one CN1N=CC=2N=CNC(C21)=O